O1CC(C1)C(COCC(CC)C1COC1)CC di[2-(3-oxetanyl) butyl] ether